3-amino-N-(3,3,3-trifluoro-2-hydroxy-2-methylpropyl)-5,6-bis(trifluoromethyl)pyrazine-2-carboxamide octadecyl-3-(3,5-di-tert-butyl-4-hydroxyphenyl)propionate C(CCCCCCCCCCCCCCCCC)OC(CCC1=CC(=C(C(=C1)C(C)(C)C)O)C(C)(C)C)=O.NC=1C(=NC(=C(N1)C(F)(F)F)C(F)(F)F)C(=O)NCC(C(F)(F)F)(C)O